para-methoxybenzene COC1=CC=CC=C1